BrC1=CC=C2C(=N1)N(C(=N2)C2COCC2)C 5-bromo-3-methyl-2-(oxolan-3-yl)imidazo[4,5-b]pyridine